tert-butyl 4-cyano-4-(4-fluoro-2-(trifluoromethyl)benzyl)piperidine-1-carboxylate C(#N)C1(CCN(CC1)C(=O)OC(C)(C)C)CC1=C(C=C(C=C1)F)C(F)(F)F